C(C)OC(=C)C=1C(=NC=CN1)C(C)NC(C1=CC(=CC(=C1)C(F)(F)F)C(F)(F)F)=O N-[1-[3-(1-ethoxyvinyl)pyrazin-2-yl]ethyl]-3,5-bis(trifluoromethyl)benzamide